diphenyl-[4-(phenylthio)phenyl]sulfonium 3-hydroxyadamantylmethoxycarbonyl-difluoromethanesulfonate OC12CC3(CC(CC(C1)C3)C2)COC(=O)C(S(=O)(=O)[O-])(F)F.C2(=CC=CC=C2)[S+](C2=CC=C(C=C2)SC2=CC=CC=C2)C2=CC=CC=C2